Methyl 6-chloro-5-fluoro-5'-(((1R,2R)-2-(hydroxymethyl)cyclobutyl)methyl)-3,4,4',5'-tetrahydro-2H,2'H-spiro[naphthalene-1,3'-pyrido[3,2-b][1,4]oxazepine]-7'-carboxylate ClC=1C(=C2CCCC3(CN(C4=C(OC3)C=CC(=N4)C(=O)OC)C[C@H]4[C@@H](CC4)CO)C2=CC1)F